C(=O)(O)[C@H](CC(=O)C1=CC2=C(S1)C=C(C(=C2)OCCCOC=2C=C1CN(CC1=CC2OC)C(C[C@@H](C(=O)O)C)=O)O)C (S)-4-(5-(3-((2-((S)-3-carboxybutanoyl)-6-hydroxybenzo[b]thiophen-5-yl)oxy)propoxy)-6-methoxyisoindolin-2-yl)-2-methyl-4-oxobutanoic acid